methyl (7S)-7-methyl-2-[2-(2-oxo-1,2-dihydropyridin-1-yl)ethyl]-3-({[(pyridin-3-yl)methyl]carbamoyl}methyl)-3H,6H,7H,8H,9H-imidazo[4,5-f]quinoline-6-carboxylate C[C@@H]1N(C2=CC=C3C(=C2CC1)N=C(N3CC(NCC=3C=NC=CC3)=O)CCN3C(C=CC=C3)=O)C(=O)OC